C(C)(C)(C)OC(=O)N(CCC1=CC=C(C=C1)F)CC1CN(C1)C(=O)OCC1=CC=CC=C1 benzyl 3-{[(tert-butoxycarbonyl) [2-(4-fluorophenyl)ethyl]amino]methyl}azetidine-1-carboxylate